FC=1C=C2C(=CNC(C2=CC1F)=O)[C@H](C)N(C(=O)C=1NC=2CCC(CC2C1)(F)F)C (S)-N-(1-(6,7-difluoro-1-oxo-1,2-dihydroisoquinolin-4-yl)ethyl)-5,5-difluoro-N-methyl-4,5,6,7-tetrahydro-1H-indole-2-carboxamide